BrCCCN1CCCC1 1-(3-bromopropyl)pyrrolidine